(R)-2-amino-2-(4-(ethylthio)phenyl)ethanol trans-(S)-1-phenylethyl-2-[[8-[[4-(trifluoromethyl)phenyl]methyl]imidazo[1,5-a]pyridine-1-carbonyl]amino]spiro[3.3]heptane-6-carboxylate C1(=CC=CC=C1)C(C)[C@@H]1C(CC12CC(C2)C(=O)OC[C@@H](C2=CC=C(C=C2)SCC)N)NC(=O)C=2N=CN1C2C(=CC=C1)CC1=CC=C(C=C1)C(F)(F)F